CN1C(C(=C(C=C1C)[O-])NC(N[C@@H](CC(=O)[O-])C=1C=C(C=CC1F)C1=C(C=C(C=C1)F)F)=O)=O.[Na+].[Na+] Natrium (S)-3-(3-(1,6-Dimethyl-4-oxido-2-oxo-1,2-dihydropyridin-3-yl)ureido)-3-(2',4,4'-trifluorobiphenyl-3-yl)propanoat